COC1=CC=C(CN(C2=CC=C(C(=N2)C2CCN(CC2)C=2C=C(C=CC2)C)CO)CC2=CC=C(C=C2)OC)C=C1 (6-(bis(4-methoxybenzyl)amino)-2-(1-(m-Tolyl)piperidin-4-yl)pyridin-3-yl)methanol